C(C)(C)(C)N(C(O)=O)C1CC2(C1)CC(C2)=CC2=NC=CC=N2.NC2CCN(CC2)C2=C(C(=C(C(=N2)SC(C(=O)N)C2=CC=C(C=C2)C(F)(F)F)C#N)CC)C#N 2-((6-(4-aminopiperidin-1-yl)-3,5-dicyano-4-ethylpyridin-2-yl)sulfanyl)-2-(4-(trifluoromethyl)phenyl)acetamide tert-butyl-(6-(pyrimidin-2-ylmethylene)spiro[3.3]heptan-2-yl)carbamate